4-(5-Hydroxy-7-(methoxymethoxy)-4-oxo-4H-chromen-3-yl)phenyl 5-hydroxy-2,2-dimethylpentanoate OCCCC(C(=O)OC1=CC=C(C=C1)C1=COC2=CC(=CC(=C2C1=O)O)OCOC)(C)C